7-vinyl-1,6-naphthyridin-2(1H)-one C(=C)C1=NC=C2C=CC(NC2=C1)=O